O1COC=2C=CC3=C(N=C(S3)N3C(N[C@@H]4[C@H]3CN(CCC4)C4COC4)=O)C21 |r| rac-(3aR,8aS)-3-(2H-[1,3]dioxolo[4,5-e][1,3]benzothiazol-7-yl)-5-(oxetan-3-yl)octahydroimidazo[4,5-c]azepin-2(1H)-one